1,20-icosanedioate C(CCCCCCCCCCCCCCCCCCC(=O)[O-])(=O)[O-]